COCCC1(C(NCC1)=O)C 3-(2-methoxyethyl)-3-methylpyrrolidin-2-one